(S)-2-amino-3-(4-(7'-methoxy-2'-oxospiro[cyclopropane-1,3'-indoline]-1'-yl)phenyl)propanoic acid methyl ester COC([C@H](CC1=CC=C(C=C1)N1C(C2(C3=CC=CC(=C13)OC)CC2)=O)N)=O